(S)-2-((1H-pyrrolo[2,3-b]pyridin-5-yl)oxy)-4-(4-(3-(2-(2-cyclopropylphenyl)pyrrolidin-1-yl)cyclobutyl)piperidin-1-yl)benzoic acid N1C=CC=2C1=NC=C(C2)OC2=C(C(=O)O)C=CC(=C2)N2CCC(CC2)C2CC(C2)N2[C@@H](CCC2)C2=C(C=CC=C2)C2CC2